N1N=CC2=C(C=CC=C12)C(C#N)=C1CCN(CC1)C(=O)N1CCC(CC1)OC 2-(1H-indazol-4-yl)-2-(1-(4-methoxypiperidin-1-carbonyl)piperidin-4-ylidene)acetonitrile